2-(4-cyclopropyl-6-methoxypyrimidin-5-yl)-4-(4-(5-methyl-3-(trifluoromethyl)-1H-pyrazol-1-yl)benzyl)-6,7-dihydropyrazolo[1,5-a]pyrimidin-5(4H)-one C1(CC1)C1=NC=NC(=C1C1=NN2C(N(C(CC2)=O)CC2=CC=C(C=C2)N2N=C(C=C2C)C(F)(F)F)=C1)OC